BrC=1C=C(C=CC1)C(CC1=C(C=CC(=C1)C(F)(F)F)Br)O 1-(M-bromophenyl)-2-[2-bromo-5-(trifluoromethyl)phenyl]-1-ethanol